C(C1=CC=CC=C1)[S+](C[C@@H](C(=O)O)N)SC[C@@H](C(=O)O)N S-benzyl-L-cystine